C([C@H]([C@@H]1[C@H]([C@@H]([C@@H](O1)O)O)O)O)O The molecule is a D-altrofuranose in which the carbon bearing the anomeric hydroxy group has beta configuration. It is an enantiomer of a beta-L-altrofuranose.